diphenyl-[4-(phenylthio)phenyl]sulfonium adamantylmethoxycarbonyldifluoromethanesulfonate C12(CC3CC(CC(C1)C3)C2)COC(=O)C(S(=O)(=O)[O-])(F)F.C2(=CC=CC=C2)[S+](C2=CC=C(C=C2)SC2=CC=CC=C2)C2=CC=CC=C2